Lithium oxazolidinone O1C(NCC1)=O.[Li]